N1C(=NC2=C1C=CC=C2)C(N2C(C1=CC(=CC=C1C2)C=2CCNCC2)=O)C2=C(C=CC(=C2)Cl)OC 2-((1H-benzo[d]imidazole-2-yl)(5-chloro-2-methoxyphenyl)methyl)-6-(1,2,3,6-tetrahydropyridine-4-yl)isoindolin-1-one